NC=1N=NC(=CC1C=1N=CN(C1)C1CCN(CC1)C1CCC(CC1)C1=CC=CC=2N(CCOC21)[C@H]2C(NC(CC2)=O)=O)C2=C(C=CC=C2)O (3R)-3-[8-[4-[4-[4-[3-amino-6-(2-hydroxyphenyl)pyridazin-4-yl]imidazol-1-yl]-1-piperidyl]cyclohexyl]-2,3-dihydro-1,4-benzoxazin-4-yl]piperidine-2,6-dione